ClC1=C(C=CC=C1Cl)C1=C(N=C(N=N1)N)N 6-(2,3-dichlorophenyl)-1,2,4-triazine-3,5-diamine